1-(4-(5-amino-3-(4-nitrophenyl)imidazo[1,5-c]pyrimidin-1-yl)-3,6-dihydropyridin-1(2H)-yl)-2-methylpropan-1-one NC1=NC=CC=2N1C(=NC2C=2CCN(CC2)C(C(C)C)=O)C2=CC=C(C=C2)[N+](=O)[O-]